4'-ethyl-N-{2-oxo-2-[(1-phenylpropyl)amino]ethyl}biphenyl-4-carboxamide C(C)C1=CC=C(C=C1)C1=CC=C(C=C1)C(=O)NCC(NC(CC)C1=CC=CC=C1)=O